N(C(=N)N)CC=1C=CC=C(C(=O)N)C1 5-guanidinomethylbenzamide